methyl (2S)-2-((((2-(3-chlorobenzyl)cyclopentyl)oxy) carbonyl)amino)-3-cyclohexylpropanoate ClC=1C=C(CC2C(CCC2)OC(=O)N[C@H](C(=O)OC)CC2CCCCC2)C=CC1